3-(1H-benzimidazol-2-yl)-1-({3,4-difluoro-2-[(2-fluoro-4-iodophenyl)amino]phenyl}carbonyl)azetidin-3-ol N1C(=NC2=C1C=CC=C2)C2(CN(C2)C(=O)C2=C(C(=C(C=C2)F)F)NC2=C(C=C(C=C2)I)F)O